N1(CCOCC1)C1=CC=C(C=N1)NC1=NC2=C(C=CC=C2C=N1)C=1C=C(C=CC1)NC(C(=C)C)=O N-(3-(2-((6-morpholinylpyridin-3-yl)amino)quinazolin-8-yl)phenyl)methacrylamide